(2-(4-acryloylpiperazin-1-yl)-2-oxoethyl)-6-chloro-2-(3,5-dimethoxyanilino)pyrido[2,3-b]pyrazin-3(4H)-one C(C=C)(=O)N1CCN(CC1)C(CN1C2=C(N=C(C1=O)NC1=CC(=CC(=C1)OC)OC)C=CC(=N2)Cl)=O